ClC1=C(C(=CC=C1Cl)O)[C@H]1CC[C@H](N1)CC(=O)N 2-((2S,5R)-5-(2,3-dichloro-6-hydroxyphenyl)pyrrolidin-2-yl)acetamide